C(C)(C)N(CCC1=CNC2=CC=CC(=C12)OC(C(C)C)=O)C isobutyric acid 3-(2-(isopropyl (methyl) amino) ethyl)-1H-indol-4-yl ester